CC=1C=C(N)C=CC1N1CCOCC1 3-methyl-4-morpholinoaniline